C(C)(C)(C)C1=CC=C(C(=O)NC2=C(OC3=C2C=C(C=C3Cl)Cl)C(=O)O)C=C1 (4-tert-butylbenzoylamino)-5,7-dichlorobenzofuran-2-carboxylic acid